zinc-tin hydroxide [Sn](O)(O)(O)O.[Zn]